C(C1=CC=CC=C1)OC=1C(=C(OCC(=O)NC2=CC(=NN2C(C)(C)C)C2CC(C2)O)C=C(C1)OC)C=O 2-(3-(benzyloxy)-2-formyl-5-methoxyphenoxy)-N-(1-(tert-butyl)-3-((1s,3s)-3-hydroxycyclobutyl)-1H-pyrazol-5-yl)acetamide